CC(CCC1=C(C(=C(C(=O)N)C=C1)C)C(=O)N)C(CC)N (3-methyl-4-aminohexyl)methyl-isophthalamide